FC1=CC=C2C=C(C=C(C2=C1F)B1OC(C(O1)(C)C)(C)C)OCOC 2-[7,8-difluoro-3-(methoxymethoxy)naphthalen-1-yl]-4,4,5,5-tetramethyl-1,3,2-dioxaborolane